1,1,1,3,3,3-hexafluoropropan-2-yl 1-(3-(2-(pyrrolidin-1-yl) ethoxy) benzyl)-1,8-diazaspiro[4.5]decane-8-carboxylate N1(CCCC1)CCOC=1C=C(CN2CCCC23CCN(CC3)C(=O)OC(C(F)(F)F)C(F)(F)F)C=CC1